(6-((5-Bromo-2-((2,5-dimethyl-4-morpholinophenyl)amino)pyrimidin-4-yl)amino)-2-cyclopropylquinolin-5-yl)dimethylphosphine BrC=1C(=NC(=NC1)NC1=C(C=C(C(=C1)C)N1CCOCC1)C)NC=1C(=C2C=CC(=NC2=CC1)C1CC1)P(C)C